C(C1=CC=CC=C1)N1C2=NC=NC(=C2N=C1C=1C(=C(C=NC1)OCCN1CCN(CC1)C(=O)OC(C)(C)C)C)OC1(CC1)C tert-butyl 4-(2-((5-(9-benzyl-6-(1-methylcyclopropoxy)-9H-purin-8-yl)-4-methylpyridin-3-yl)oxy)ethyl)piperazine-1-carboxylate